N,N,N'-tris(hydroxyisopropyl)-pentandiamine OC(C)(C)N(C(CCCC)NC(C)(C)O)C(C)(C)O